5-((4-(3-Amino-2-hydroxypropyl)-6-fluoro-1-tosyl-1H-indol-5-yl)oxy)-2-fluorobenzonitrile NCC(CC1=C2C=CN(C2=CC(=C1OC=1C=CC(=C(C#N)C1)F)F)S(=O)(=O)C1=CC=C(C)C=C1)O